C(C=C)OC(=O)C1CCC=2C(=NC(=NC2C1=O)Cl)N1CCN(CC1)C(=O)OC(C)(C)C 4-(4-(tert-butoxycarbonyl)piperazin-1-yl)-2-chloro-8-oxo-5,6,7,8-tetrahydroquinazoline-7-carboxylic acid allyl ester